(1S,2R,3R,4S,6R)-4,6-diazido-3-[(2R,3S,4R,5R,6R)-3-azido-6-(azidomethyl)-5-benzyloxy-4-fluoro-tetrahydropyran-2-yl]oxy-cyclohexane-1,2-diol N(=[N+]=[N-])[C@@H]1[C@H]([C@@H]([C@H]([C@@H](C1)N=[N+]=[N-])O)O)O[C@H]1O[C@@H]([C@H]([C@@H]([C@H]1N=[N+]=[N-])F)OCC1=CC=CC=C1)CN=[N+]=[N-]